ClC=1C=C(C=C(C1)OC(F)(F)F)C1=CC=2N(C[C@H]3N(C2N=C1)CCN(C3)CCC(=O)O)S(=O)(=O)C3=CC(=CC=C3)C(F)(F)F (S)-3-(3-(3-chloro-5-(trifluoromethoxy)phenyl)-5-(3-(trifluoromethyl)phenylsulfonyl)-6a,7,9,10-tetrahydro-5H-pyrazino[1,2-a]pyrido[3,2-e]pyrazin-8(6H)-yl)propionic acid